C1(=CC=CC=C1)C1CCCC=2N1N=C(N2)C(=O)N[C@H]2COC1=C(N(C2=O)C)C=CC=C1 |r| 5-phenyl-N-[rac-(3S)-5-methyl-4-oxo-2,3-dihydro-1,5-benzoxazepin-3-yl]-5,6,7,8-tetrahydro-[1,2,4]triazolo[1,5-a]pyridine-2-carboxamide